8-(((S)-1-((2S,4R)-2-(((R)-1-(4-cyanophenyl)-2-hydroxyethyl)carbamoyl)-4-hydroxypyrrolidin-1-yl)-3,3-dimethyl-1-oxobutan-2-yl)amino)-8-oxooctanoic acid C(#N)C1=CC=C(C=C1)[C@H](CO)NC(=O)[C@H]1N(C[C@@H](C1)O)C([C@H](C(C)(C)C)NC(CCCCCCC(=O)O)=O)=O